ethyl N-[(1S)-1-[(1S)-2-[[(1S)-1-cyano-2-(1H-indol-3-yl)ethyl]carbamoyl]-6,6-dimethyl-3-azabicyclo[3.1.0]hexane-3-carbonyl]-2,2-dimethyl-propyl]carbamate C(#N)[C@H](CC1=CNC2=CC=CC=C12)NC(=O)C1[C@@H]2C(C2CN1C(=O)[C@H](C(C)(C)C)NC(OCC)=O)(C)C